((3-(2,2,2-trifluoroethyl)phenyl)carbamoyl)-1H-imidazole 3-oxide FC(CC=1C=C(C=CC1)NC(=O)N1C=[N+](C=C1)[O-])(F)F